(4-(2-nitrooxy-ethoxy)-3,5-dimethylphenyl)-5,7-dimethoxyquinazolin-4(3H)-one [N+](=O)([O-])OCCOC1=C(C=C(C=C1C)C1=NC2=CC(=CC(=C2C(N1)=O)OC)OC)C